ClC=1C=C(C=CC1C#N)C1=NN(C=C1)C[C@H](C)NC(=O)C1=NNC(=C1)C(C)O N-((S)-1-(3-(3-Chloro-4-cyanophenyl)-1H-pyrazol-1-yl)-propan-2-yl)-5-(1-hydroxyethyl)-1H-pyrazol-3-carboxamid